N-((S)-3-(2-fluoro-2-methylpropanoyl)-2-((tosyloxy)methyl)imidazolidine-1-carbonyl)-N-methyl-L-valine FC(C(=O)N1[C@@H](N(CC1)C(=O)N([C@@H](C(C)C)C(=O)O)C)COS(=O)(=O)C1=CC=C(C)C=C1)(C)C